N1C=NC(=C1)CCNC1=NC(=NC=C1)NC1=CC(=CC=C1)C(F)(F)F N4-(2-(1H-Imidazol-4-yl)ethyl)-N2-(3-(trifluoromethyl)phenyl)pyrimidine-2,4-diamine